5-bromo-N2-(2-methoxy-5-methyl-4-(4-(4-methylpiperazin-1-yl)piperidin-1-yl)phenyl)-N4-(2-(2-methoxypropane-2-yl)phenyl)pyrimidine-2,4-diamine BrC=1C(=NC(=NC1)NC1=C(C=C(C(=C1)C)N1CCC(CC1)N1CCN(CC1)C)OC)NC1=C(C=CC=C1)C(C)(C)OC